C(=O)(O)CCCCCCCCCOC=1C=C(C(=O)O)C=CC1 3-(9-carboxynonyloxy)benzoic acid